C(CCCCCCCCCCCCCC)C=1C=C(C=CC1)OC(OC1=CC(=CC=C1)CCCCCCCCCCCCCCC)=O di(3-pentadecylphenyl)-carbonate